2-(dimethylamino)-4-methylbenzyl (thiophene-3-ylmethyl)carbamate S1C=C(C=C1)CNC(OCC1=C(C=C(C=C1)C)N(C)C)=O